3-(1-Benzofuran-5-yl)-1-(2-hydroxyphenyl)prop-2-en-1-one O1C=CC2=C1C=CC(=C2)C=CC(=O)C2=C(C=CC=C2)O